(3,4-Diethoxyphenyl)-[4-(3-phenylpropyl)-1-piperidyl]methanon C(C)OC=1C=C(C=CC1OCC)C(=O)N1CCC(CC1)CCCC1=CC=CC=C1